FC=1C=C2CCN(CC2=CC1)C1=CC(=C(C(=C1)C)C(C(=O)N)C(C)(C)C)C1(CC1)F (4-(6-fluoro-3,4-dihydroisoquinolin-2(1H)-yl)-2-(1-fluorocyclopropyl)-6-methylphenyl)-3,3-diMethylbutanamide